2-(((4-((4-(4-(2-(dimethylamino)ethyl)piperazin-1-yl)-5-methoxy-6-((5-methyl-1H-pyrazol-3-yl)amino)pyrimidin-2-yl)thio)phenyl)sulfonyl)methyl)-N,N-dimethylbenzamide CN(CCN1CCN(CC1)C1=NC(=NC(=C1OC)NC1=NNC(=C1)C)SC1=CC=C(C=C1)S(=O)(=O)CC1=C(C(=O)N(C)C)C=CC=C1)C